4,4-dihydroxy-8-[(1-D-tyrosylazetidin-3-yl)oxy]-5-oxa-4-boranuidabicyclo[4.4.0]deca-1(6),7,9-triene-7-carboxylic acid disodium salt [Na+].[Na+].O[B-]1(CCC=2C=CC(=C(C2O1)C(=O)O)OC1CN(C1)C([C@H](N)CC1=CC=C(C=C1)O)=O)O.O[B-]1(CCC=2C=CC(=C(C2O1)C(=O)O)OC1CN(C1)C([C@H](N)CC1=CC=C(C=C1)O)=O)O